BrC=1C(=CC=2C3=C(C(=NC2C1F)O[C@@H](C)[C@H]1N(CCC1)C)N=NN3[C@@H]3C[C@H](N(CC3)C(=O)OC(C)(C)C)CC#N)C tert-butyl (2S,4S)-4-(7-bromo-6-fluoro-8-methyl-4-((S)-1-((S)-1-methylpyrrolidin-2-yl)ethoxy)-1H-[1,2,3]triazolo[4,5-c]quinolin-1-yl)-2-(cyanomethyl)piperidine-1-carboxylate